N1N=NN=C1C1=CC=C(C=C1)[C@H]1CC2(CC(C2)(F)F)CCN1CC1=C2C=CNC2=C(C=C1C1CC1)C |r| rac-6-(4-(1H-tetrazol-5-yl)phenyl)-7-((5-cyclopropyl-7-methyl-1H-indol-4-yl)methyl)-2,2-difluoro-7-azaspiro[3.5]nonane